6-(1-benzhydrylpiperidin-4-yl)-3-fluoro-5,6,7,8-tetrahydro-1,6-naphthyridine C(C1=CC=CC=C1)(C1=CC=CC=C1)N1CCC(CC1)N1CC=2C=C(C=NC2CC1)F